FC1=C(COC2=NC=3N(C=C2)N=CC3C=3C=NN(C3)CCO)C=C(C=C1)F 2-(4-(5-((2,5-difluorobenzyl)oxy)pyrazolo[1,5-a]pyrimidin-3-yl)-1H-pyrazol-1-yl)ethan-1-ol